FC1=C(C(=CC=C1)F)N1N=C(C(=C1)NC1=CC=C(C=C1)C=1N=NC=CC1C)C(=O)N 1-(2,6-difluorophenyl)-4-((4-(4-methylpyridazin-3-yl)phenyl)amino)-1H-pyrazole-3-carboxamide